6-amino-2-(4-fluorophenyl)-7-(3-methoxy-2,6-dimethylphenyl)-3-methylpyrrolo[1,2-b]pyridazine-5-carbonitrile NC=1C(=C2N(N=C(C(=C2)C)C2=CC=C(C=C2)F)C1C1=C(C(=CC=C1C)OC)C)C#N